NC1=NC=CC=C1OCC=1C=C(C=CC1)NC(C1=CC(=CC=C1)C)=O N-(3-(((2-aminopyridin-3-yl)oxy)methyl)phenyl)-3-methylbenzamide